C1(=CC=C2C=CC3=CC=CC4=CC=C1C2=C34)C=3C(=NC=CC3)C(=O)N (pyren-1-yl)pyridineamide